FC=1C=C(C=C(C1)F)[C@@H]1CC[C@H]2OC3(C(N21)=O)CCN(CC3)C(=O)C=3C=2CCCC2C=CC3 (5'S,7a'R)-5'-(3,5-difluoro-phenyl)-1-(2,3-dihydro-1H-indene-4-carbonyl)-tetrahydro-3'H-spiro[piperidine-4,2'-pyrrolo-[2,1-b]oxazol]-3'-one